O=S1(NC2(CN(C2)C(=O)N2CC3(C2)CC(C3)CC3=NC=C(C=C3F)C(F)(F)F)CC1)=O (6,6-dioxo-6lambda6-thia-2,5-diazaspiro[3.4]octan-2-yl)-[6-[[3-fluoro-5-(trifluoromethyl)-2-pyridyl]methyl]-2-azaspiro[3.3]heptan-2-yl]methanone